5-(4-Chlorophenyl)thiophen ClC1=CC=C(C=C1)C1=CC=CS1